1-(4-(3-Amino-6-methylbenzo[d]isoxazol-4-yl)-2-fluorophenyl)-3-(3-(trifluoromethoxy)phenyl)urea NC1=NOC2=C1C(=CC(=C2)C)C2=CC(=C(C=C2)NC(=O)NC2=CC(=CC=C2)OC(F)(F)F)F